5-fluorobenzaldehyde oxime FC=1C=CC=C(C=NO)C1